[2-(2-BROMO-4-IODO-5-PYRAZOL-1-YL-PHENOXY)-1,1-DIMETHYL-ETHOXY]-TERT-BUTYL-DIMETHYL-SILANE Tert-butyldimethylsilyl-trifluoromethanesulphonate [Si](C)(C)(C(C)(C)C)OS(=O)(=O)C(F)(F)F.BrC1=C(OCC(O[Si](C)(C)C(C)(C)C)(C)C)C=C(C(=C1)I)N1N=CC=C1